tert-butyl 5-[4-[[2-(2,6-dioxo-3-piperidyl)-1,3-dioxo-isoindolin-4-yl]oxymethyl]triazol-1-yl]pentanoate O=C1NC(CCC1N1C(C2=CC=CC(=C2C1=O)OCC=1N=NN(C1)CCCCC(=O)OC(C)(C)C)=O)=O